C(CCCCCCCCCCCCCCCCC)(=O)[O-].[Ca+2].C(=CC)N1CC(CCC1)C=1N=C(N2C(=NC=CC21)N)C2=C(C=C(C(=O)NC1=NC=CC=C1)C=C2)C(F)(F)F.C(CCCCCCCCCCCCCCCCC)(=O)[O-] 4-(1-(1-propenylpiperidin-3-yl)-5-aminoimidazo[1,5-c]pyrimidin-3-yl)-N-(pyridin-2-yl)-3-(trifluoromethyl)benzamide Calcium Stearate